C(C)C=1C=C(C=C2C=NC(=NC12)NC1CCC(CC1)NC(OC(C)(C)C)=O)C=1C(=NC(=CC1)NS(=O)(=O)C1=C(C=CC=C1)C)OC tert-butyl ((1r,4r)-4-((8-ethyl-6-(2-methoxy-6-(2-methylphenylsulfonamido)pyridin-3-yl)quinazolin-2-yl)amino)cyclohexyl)carbamate